(beta-glycidoxyethoxy)propyl-trimethoxysilane (2S,4R)-2-methyl-4-(tosyloxy)pyrrolidine-1-carboxylate C[C@@H]1N(C[C@@H](C1)OS(=O)(=O)C1=CC=C(C)C=C1)C(=O)O.C(C1CO1)OCCOCCC[Si](OC)(OC)OC